2-(3,4-dihydro-2H-pyrrolo[3',2':5,6]Pyrido[2,3-b][1,4]Oxazepin-1(7H)-yl)nicotinamide N1(C2=C(OCCC1)N=C1C(=C2)C=CN1)C1=C(C(=O)N)C=CC=N1